C(C)OC(=O)C(CN(C(=O)C=1NN=C2C1CN([C@@H](C2)C)C(=O)OC(C)(C)C)C)=C (R)-tert-Butyl 3-((2-(ethoxycarbonyl)allyl)(methyl)carbamoyl)-6-methyl-6,7-dihydro-2H-pyrazolo[4,3-c]pyridine-5(4H)-carboxylate